BrC1=CC(=C(OC2=NC=CC(=N2)C)C=C1)F 2-(4-Bromo-2-fluoro-phenoxy)-4-methyl-pyrimidine